N-[(2S)-2-(6-chloro-2-pyridyl)-2-(1-methylpyrazol-4-yl)propyl]-5-(2,4-difluorophenyl)isoxazole-3-carboxamide ClC1=CC=CC(=N1)[C@@](CNC(=O)C1=NOC(=C1)C1=C(C=C(C=C1)F)F)(C)C=1C=NN(C1)C